2-(Dimethylamino)-N-{4-[(5-ethynyl-7-{2-oxo-1,3-diazaspiro[4.4]nonan-1-yl}pyrido[2,3-d]pyrimidin-2-yl)amino]phenyl}-N-methylacetamide CN(CC(=O)N(C)C1=CC=C(C=C1)NC=1N=CC2=C(N1)N=C(C=C2C#C)N2C(NCC21CCCC1)=O)C